(2R,3S,4S,5S)-4-[[3-[2-Methoxy-3-(trifluoromethyl)phenyl]-4,5-dimethyl-5-(trifluoromethyl)tetrahydrofuran-2-carbonyl]amino]pyridin-2-carboxamid COC1=C(C=CC=C1C(F)(F)F)[C@H]1[C@@H](O[C@@]([C@H]1C)(C(F)(F)F)C)C(=O)NC1=CC(=NC=C1)C(=O)N